N-[[6-chloro-3-[[(1R)-1-(3,6-dimethyl-4-oxo-2-phenyl-chromen-8-yl)ethyl]amino]-2-pyridyl]sulfonyl]acetamide ClC1=CC=C(C(=N1)S(=O)(=O)NC(C)=O)N[C@H](C)C=1C=C(C=C2C(C(=C(OC12)C1=CC=CC=C1)C)=O)C